3-{4-[(4-ethylphenyl)sulfamoyl]phenyl}-1-(pyridin-3-ylmethyl)urea C(C)C1=CC=C(C=C1)NS(=O)(=O)C1=CC=C(C=C1)NC(NCC=1C=NC=CC1)=O